COC1=CC=C(C=C1)C(C(C)=O)(C)C 3-(4-methoxyphenyl)-3-methylbutan-2-one